4-{(3S,5aR,6R,7R,8aS)-7-hydroxy-6-[(1E,3R)-3-hydroxy-4-phenoxy-1-buten-1-yl]octahydro-2H-cyclopenta[b]oxepin-3-yl}butanoic acid O[C@H]1[C@@H]([C@@H]2[C@@H](OC[C@H](CC2)CCCC(=O)O)C1)\C=C\[C@H](COC1=CC=CC=C1)O